1-((4-methylpent-3-en-1-yl)oxy)-3-propylbenzene CC(=CCCOC1=CC(=CC=C1)CCC)C